COC(C(C(C)(C)C)NC(=O)C1=NN(C2=CC=CC=C12)CCCCF)=O.CC=1C=C(NCC2=CC=C(C=C2)C)C=CC1C 3,4-dimethyl-N-(4-methylbenzyl)aniline methyl-2-[1-(4-fluorobutyl)-1H-indazole-3-carboxamido]-3,3-dimethylbutyrate